C(#N)C=1C=C(C=CC1[C@]1(COCC1)NC(=O)C=1N(C2=CC=C(C(=C2C1)Cl)Cl)C)CC(=O)O |r| (±)-2-[3-Cyano-4-[3-[(4,5-dichloro-1-methyl-indole-2-carbonyl)amino]tetrahydrofuran-3-yl]phenyl]acetic acid